FC(C1=NC(=NO1)C1=CC=C(C=C1)CNC1COC1)(F)F N-[[4-[5-(trifluoromethyl)-1,2,4-oxadiazol-3-yl]phenyl]methyl]oxetan-3-amine